N[C@@H](CCC(=O)[O-])C(=O)OC(CCCCC)CC ethylhexyl glutamate